NCC(=O)N1C(C=2N(CC1)C(=C(N2)C2=CC(=CC=C2)Cl)NC2=CC=C(C=C2)F)(C)C 2-amino-1-(2-(3-chlorophenyl)-3-((4-fluorophenyl)amino)-8,8-dimethyl-5,6-dihydroimidazo[1,2-a]pyrazin-7(8H)-yl)ethan-1-one